BrC1=CC(=C(C(=O)OC)C=C1F)C methyl 4-bromo-5-fluoro-2-methyl-benzoate